tert-butyl 4-(3-fluoro-4-(4,4,5,5-tetramethyl-1,3,2-dioxaborolan-2-yl)phenyl)piperidine-1-carboxylate FC=1C=C(C=CC1B1OC(C(O1)(C)C)(C)C)C1CCN(CC1)C(=O)OC(C)(C)C